4-(3-Chloroanilino)-2'-[(2R)-3-{[(5R,8S)-8-fluoro-5-methyl-5,6,7,8-tetrahydroquinolin-4-yl]oxy}-2-methylpropyl]-2',3'-dihydrospiro[cyclohexane-1,1'-indene]-4-carboxylic acid ClC=1C=C(NC2(CCC3(C(CC4=CC=CC=C34)C[C@H](COC3=CC=NC=4[C@H](CC[C@H](C34)C)F)C)CC2)C(=O)O)C=CC1